1-(7,7-difluoro-3-bicyclo[4.1.0]heptanyl)-3-[[2-(difluoromethoxy)pyridin-4-yl]methyl]urea FC1(C2CCC(CC12)NC(=O)NCC1=CC(=NC=C1)OC(F)F)F